CN1CCN(CC1)CC1=C(C=C(C=C1)C1=C(C(=O)N)C=CC=C1)C(F)(F)F [4-[(4-methylpiperazin-1-yl)methyl]-3-(trifluoromethyl)phenyl]benzamide